BrCCCCCCCCCC(=O)O 10-bromodecanoic acid